C1[C@@H]([C@H](O[C@H]1N2C=NC3=C(N=CN=C32)N)COP(=O)(O)OP(=O)(O)OP(=O)(O)O)O The molecule is a purine 2'-deoxyribonucleoside 5'-triphosphate having adenine as the nucleobase. It has a role as an Escherichia coli metabolite and a mouse metabolite. It is a purine 2'-deoxyribonucleoside 5'-triphosphate and a 2'-deoxyadenosine 5'-phosphate. It is a conjugate acid of a dATP(3-).